C[C@H]1[C@H](CN(CC1)C(CC#N)=O)N(C=1C2=C(N=CN1)NC=C2)C 3-((3R,4R)-4-methyl-3-[methyl-(7H-pyrrolo[2,3-d]-pyrimidin-4-yl)-amino]-piperidin-1-yl)-3-oxopropanenitrile